5-[2,6-difluoro-4-(6-isopropylsulfanyl-2-pyridyl)anilino]pentanoic acid FC1=C(NCCCCC(=O)O)C(=CC(=C1)C1=NC(=CC=C1)SC(C)C)F